6-Fluoro-8-(5-fluoro-3-methyl-1H-indol-7-yl)-1,4,4-trimethyl-5H-[1,2,4]triazolo[4,3-a]quinoxalin FC1=C2NC(C=3N(C2=CC(=C1)C=1C=C(C=C2C(=CNC12)C)F)C(=NN3)C)(C)C